IC=1N(C=2C=CC=C(C2C1)NC1CCN(CC1)CCCS(=O)(=O)C)CC(F)(F)F 2-iodo-N-(1-(3-(methylsulfonyl)propyl)piperidin-4-yl)-1-(2,2,2-trifluoroethyl)-1H-indol-4-amine